NC(CP(O)(=O)C1=CC=CC=C1)=NO (2-amino-2-(hydroxyimino)ethyl)(phenyl)phosphinic acid